C(C)(C)(C)OC(NCC=1C=NC(=C(C1)F)OC)=O ((5-Fluoro-6-methoxypyridin-3-yl)methyl)carbamic acid tert-butyl ester